(E)-7-bromo-4-(((tert-butyldimethylsilyl)oxy)methyl)-2-(2-(4-methylpyrimidin-2-yl)vinyl)quinoline BrC1=CC=C2C(=CC(=NC2=C1)\C=C\C1=NC=CC(=N1)C)CO[Si](C)(C)C(C)(C)C